tert-butyl (2S,3S)-2-[(3-bromo-2-fluoro-phenyl) methyl]-3-[(1-fluorocyclopropyl) sulfonylamino]piperidine-1-carboxylate BrC=1C(=C(C=CC1)C[C@@H]1N(CCC[C@@H]1NS(=O)(=O)C1(CC1)F)C(=O)OC(C)(C)C)F